OC(CNC(C=C)=O)CO [N-(2,3-dihydroxyl-n-propyl)]acrylamide